N-(1-methyl-4-piperidyl)-4-morpholino-2-(3-phenylpyrazol-1-yl)furo[3,2-d]pyrimidine-6-carboxamide CN1CCC(CC1)NC(=O)C1=CC=2N=C(N=C(C2O1)N1CCOCC1)N1N=C(C=C1)C1=CC=CC=C1